1-[7-(3-Piperazin-1-ylpropyl)imidazo[1,2-a]pyridin-3-yl]hexahydropyrimidine-2,4-dione N1(CCNCC1)CCCC1=CC=2N(C=C1)C(=CN2)N2C(NC(CC2)=O)=O